6-methyl-N-[(pyridin-4-yl)methyl]-9-[4-(trifluoromethyl)phenyl]-9H-carbazole-3-carboxamide CC=1C=C2C=3C=C(C=CC3N(C2=CC1)C1=CC=C(C=C1)C(F)(F)F)C(=O)NCC1=CC=NC=C1